ClC1=CC(=C(N)C(=C1)C)C 4-chloro-2,6-dimethylaniline